7-[(1-Benzyl-3-piperidyl)amino]-2-(tetrahydropyran-4-ylsulfanylmethyl)-3H-quinazolin-4-one C(C1=CC=CC=C1)N1CC(CCC1)NC1=CC=C2C(NC(=NC2=C1)CSC1CCOCC1)=O